FC1(CCN(CC1)C1=C(C=C(C=N1)C1=NN=C(O1)C(=O)OCC)F)F ethyl 5-[6-(4,4-difluoropiperidin-1-yl)-5-fluoropyridin-3-yl]-1,3,4-oxadiazole-2-carboxylate